S1C(=CC=C1)C=1SC(=C(C1[N+](=O)[O-])[N+](=O)[O-])C=1SC=CC1 2,5-di(2-thienyl)-3,4-dinitrothiophene